ClC1=C(C=C(C=C1)C(F)(F)F)NC(=O)C1=C(N=C(S1)N(C(=O)C1(CC1)C(=O)N)C1=NC=CC(=C1)F)C N-(5-((2-chloro-5-(trifluoromethyl)phenyl)carbamoyl)-4-methylthiazol-2-yl)-N-(4-fluoropyridin-2-yl)cyclopropane-1,1-dicarboxamide